BrC(C1=CC=C(C=N1)C=1OC(=NN1)C(F)F)Br 2-(6-(dibromomethyl)pyridin-3-yl)-5-(difluoromethyl)-1,3,4-oxadiazole